NC=1N=C(C2=C(N1)NC(=C2)C2=CC=C(C=C2)CN2CC(N(CC2)C)=O)C=2C(=C(C=CC2)N2C(C1=C(C=C(C=C1C=C2)C2CC2)F)=O)CO 2-[3-(2-amino-6-{4-[(4-methyl-3-oxopiperazin-1-yl)methyl]phenyl}-7H-pyrrolo[2,3-d]pyrimidin-4-yl)-2-(hydroxymethyl)phenyl]-6-cyclopropyl-8-fluoroisoquinolin-1(2H)-one